[2-(3-chloro-4-trifluoromethyl-phenylamino)-5-methyl-pyrimidin-4-ylamino]-3H-benzooxazol-2-one ClC=1C=C(C=CC1C(F)(F)F)NC1=NC=C(C(=N1)NN1C(OC2=C1C=CC=C2)=O)C